N1NC=CC2=C1C=CC2 dihydro-5H-cyclopenta[c]pyridazine